C1(CC1)N(C1=NC(=NC=C1)O)[C@H]1CNCCC1 (R)-4-(cyclopropyl-(piperidin-3-yl)amino)-2-hydroxypyrimidine